[C@H]1(CCCC2=CC=CC=C12)C(=O)N1CCC2(CC(NC2=O)=O)CC1 (R)-8-(1,2,3,4-tetrahydronaphthalene-1-carbonyl)-2,8-diazaspiro[4.5]decane-1,3-dione